C(C(C)(C)C)(=O)OCC[C@@H]1OC2(O[C@H]1CC1=CC=CC=C1)CCCCC2 2-((2S,3S)-3-benzyl-1,4-dioxaspiro[4.5]decane-2-yl)ethyl pivalate